6-((1S,2S)-2-(6-(2,4-dimethoxypyrimidin-5-yl)imidazo[1,2-b]pyridazin-8-yl)cyclopropyl)-1-(2,2,2-trifluoroethyl)-1H-pyrazolo[4,3-b]pyridine COC1=NC=C(C(=N1)OC)C=1C=C(C=2N(N1)C=CN2)[C@@H]2[C@H](C2)C=2C=C1C(=NC2)C=NN1CC(F)(F)F